FC1=C(C=CC=C1)C1=CC=C(C=C1)N1CCN(CC1)C(=O)NC1=CC=C(C=C1)O 4-(2'-fluoro[1,1'-biphenyl]-4-yl)-N-(4-hydroxyphenyl)piperazine-1-carboxamide